N1=C2C(=CC=C1)C1=C(O2)C=C(C1)C(=O)N cyclopenta[4,5]furo[2,3-b]pyridine-6-carboxamide